(S)-3-(5-(((2R,3S)-3-(((1s,4R)-4-(difluoromethyl)cyclohexyl)amino)tetrahydro-2H-pyran-2-yl)methyl)-4-fluoro-1-oxoisoindolin-2-yl)piperidine-2,6-dione FC(C1CCC(CC1)N[C@@H]1[C@H](OCCC1)CC=1C(=C2CN(C(C2=CC1)=O)[C@@H]1C(NC(CC1)=O)=O)F)F